4-ethyl-2-(hydroxymethyl)-2-(methoxymethyl)-1-azabicyclo[2.2.2]octan-3-one C(C)C12C(C(N(CC1)CC2)(COC)CO)=O